OC([C@H](N)C(=O)O)C1=CNC=N1 β-hydroxyhistidine